(1aR,5aR)-2-Pyridin-3-yl-1a,2,5,5a-tetrahydro-1H-2,3-diaza-cyclopropa[a]pentalene-4-carboxylic acid (1-methyl-1-phenyl-ethyl)-amide CC(C)(C1=CC=CC=C1)NC(=O)C=1C=2C[C@@H]3[C@H](C2N(N1)C=1C=NC=CC1)C3